3-[1-(2-Chlorobenzoyl)-5-{[(5-chlorothiophen-2-yl)methyl]amino}-1H-pyrazol-3-yl]-N,N-dimethylazetidin-1-sulfonamid ClC1=C(C(=O)N2N=C(C=C2NCC=2SC(=CC2)Cl)C2CN(C2)S(=O)(=O)N(C)C)C=CC=C1